(3-chloro-4-methylphenyl)ethan-1-amine ClC=1C=C(C=CC1C)C(C)N